tert-butyl methyl(2-(4-(2,2,2-trifluoroacetyl)phenoxy)ethyl)carbamate CN(C(OC(C)(C)C)=O)CCOC1=CC=C(C=C1)C(C(F)(F)F)=O